(S)-4-((S)-5-chloro-6-fluoro-2-phenyl-2-((S)-pyrrolidin-2-yl)-2,3-dihydrobenzofuran-4-yl)-5-fluoro-6-((1S,2R)-2-hydroxycyclobutoxy)-N-((3R,4S)-4-methyltetrahydrofuran-3-yl)nicotinamide ClC=1C(=CC2=C(C[C@@](O2)([C@H]2NCCC2)C2=CC=CC=C2)C1C1=C(C(=NC=C1C(=O)N[C@H]1COC[C@H]1C)O[C@@H]1[C@@H](CC1)O)F)F